2-(2-((tributylstannyl)methoxy)ethyl)isoindoline-1,3-dione C(CCC)[Sn](CCCC)(CCCC)COCCN1C(C2=CC=CC=C2C1=O)=O